(1-cyclohexyl-1,6-dihydrodipyrrolo[2,3-b:2',3'-d]Pyridin-2-yl)aniline sodium carbonate C([O-])([O-])=O.[Na+].C1(CCCCC1)N1C(=CC=2C1=C1C(=NC2)NC=C1)NC1=CC=CC=C1.[Na+]